NC1=C(C=C(C(=C1)C(=O)NC=1C=NC(=C(C1)Cl)N1N=CC=N1)Cl)C1=C(C=C(C=C1)F)Cl 2-amino-2',5-dichloro-N-(5-chloro-6-(2H-1,2,3-triazol-2-yl)pyridin-3-yl)-4'-fluoro-[1,1'-biphenyl]-4-carboxamide